chlorohydroxy phosphate P(=O)(OOCl)([O-])[O-]